IC1=C(N)C=CC(=C1)COC 2-iodo-4-(methoxymethyl)aniline